3-acryloxypropyl-methyl-silane C(C=C)(=O)OCCC[SiH2]C